BrC=1C=CC2=C(N(C=N2)C2=CC(=C(C=C2)C2=CC=CC=C2)N(C(OC(C)(C)C)=O)C(=O)OC(C)(C)C)C1 tert-butyl (4-(6-bromo-1H-benzo[d]imidazol-1-yl)-[1,1'-biphenyl]-2-yl)(tert-butoxycarbonyl)carbamate